C1(CC1)NC(C1=C(C=C(C=C1OC)C1=CN=C2N1C=CC(=C2)C2(COC2)F)OC(F)F)=O N-cyclopropyl-2-(difluoromethoxy)-4-[7-(3-fluorooxetan-3-yl)imidazo[1,2-a]pyridin-3-yl]-6-methoxy-benzamide